N1=CN=C(C=C1)C(=O)Cl Pyrimidine-4-carbonyl chloride